C(CCCOC=1C=C2C=CC(=CC2=CC1)C(=O)O)OC=1C=C2C=CC(=CC2=CC1)C(=O)O 6,6'-(butylenedioxy)di-2-naphthoic acid